(1,1-dimethylpropyl)phenol CC(CC)(C)C1=C(C=CC=C1)O